p-iodophenol C1=CC(=CC=C1O)I